heptadecafluorodecylmercaptopropionate FC(C(C(C(C(C(C(F)(F)SC(C(=O)[O-])C)(F)F)(F)F)(F)F)(F)F)(F)F)(CCC(F)(F)F)F